NC1=C(C=C(C=C1)N(C(CCOC)=O)C)OC N-(4-amino-3-methoxyphenyl)-3-methoxy-N-methylpropanamide